FC1=C(C=CC(=C1)F)C1=C2C(=NC(=C1)C(=O)OCC)O[C@@H](CC2)C(C)C ethyl (S)-5-(2,4-difluorophenyl)-2-isopropyl-3,4-dihydro-2H-pyrano[2,3-b]pyridine-7-carboxylate